1-(4-(5-(3-chloro-4-isopropoxyphenyl)-1,3-selenazol-2-yl)benzyl)azetidine-3-carboxylic acid methyl ester COC(=O)C1CN(C1)CC1=CC=C(C=C1)C=1[Se]C(=CN1)C1=CC(=C(C=C1)OC(C)C)Cl